((1s,3s)-3-Hydroxy-3-methylcyclobutyl)(7-(3-isopropylphenyl)-2-azaspiro[3.5]nonan-2-yl)methanone OC1(CC(C1)C(=O)N1CC2(C1)CCC(CC2)C2=CC(=CC=C2)C(C)C)C